4-piperazinylbenzo[B]thiophene N1(CCNCC1)C1=CC=CC=2SC=CC21